CS(=O)(=O)CC(C)(C)C1=CN=CC=2N=C(N=C(C21)N)C2=CC=NC=C2 (1-methanesulfonyl-2-methylpropan-2-yl)-2-(pyridin-4-yl)pyrido[3,4-d]pyrimidin-4-amine